5-Methyl-N-(3-(3,3,3-trifluoro-2-hydroxy-2-methylpropyl)-1,2,4-thiadiazol-5-yl)-4-(3-(tri-fluoromethyl)phenyl)furan-2-carboxamide CC1=C(C=C(O1)C(=O)NC1=NC(=NS1)CC(C(F)(F)F)(C)O)C1=CC(=CC=C1)C(F)(F)F